(1-(2-hydroxy-2-methylpropyl)-5-methyl-1H-indazol-3-yl)(3-(pyridin-2-yl)-3-(p-tolyl)piperidin-1-yl)methanone OC(CN1N=C(C2=CC(=CC=C12)C)C(=O)N1CC(CCC1)(C1=CC=C(C=C1)C)C1=NC=CC=C1)(C)C